CC(C)(COCC)NC([O-])=O 2-methyl-2-ethoxymethyl-2-ethyl-carbamate